[Cl-].CC1=C(C(=C(C1([Zr](N(C)C)(N(C)C)N(C)C)C)C)C)C pentamethylcyclopentadienyltris(dimethylamino)zirconium chloride